C(C)(C)(C)OC(CCC1=C(C(=O)OC)C=CC(=C1)CCCCCCCC)=O methyl 2-(3-(tert-butoxy)-3-oxopropyl)-4-octylbenzoate